C1(=CC=CC=C1)C(=O)C1=CC=C(C=C1)C=C 1-[4-(phenylcarbonyl)phenyl]ethylene